COC1=CC(=CN=N1)C=1C=CC2=C(C1)COC1=NC(=CC=C12)NC1C[C@H]2COC[C@@H](C1)N2C(=O)OC(C)(C)C tert-butyl (1R,5S,7s)-7-{[8-(6-methoxypyridazin-4-yl)-6H-isochromeno[3,4-b]pyridin-3-yl]amino}-3-oxa-9-azabicyclo[3.3.1]nonane-9-cARboxylate